(2RS)-N-[4-({3-amino-6-fluoro-4-[(2RS)-tetrahydrofuran-2-yl]pyridin-2-yl}ethynyl)pyridin-2-yl]-4,4-difluoro-2-(4-fluorophenyl)butanamide NC=1C(=NC(=CC1[C@@H]1OCCC1)F)C#CC1=CC(=NC=C1)NC([C@H](CC(F)F)C1=CC=C(C=C1)F)=O |r|